ethyl (15-(2,6,6-trimethyl-3-oxocyclohex-1-en-1-yl)pentadecyl) carbonate C(OCC)(OCCCCCCCCCCCCCCCC1=C(C(CCC1(C)C)=O)C)=O